3-(5-((1-((4'-chloro-[1,1'-biphenyl]-2-yl)methyl)azetidin-3-yl)amino)-6-fluoro-1-oxoisoindolin-2-yl)piperidine-2,6-dione ClC1=CC=C(C=C1)C1=C(C=CC=C1)CN1CC(C1)NC=1C=C2CN(C(C2=CC1F)=O)C1C(NC(CC1)=O)=O